Iridium (III) acetyl-propylKetone C(C)(=O)C(=O)CCC.[Ir+3]